FC(COC=1C=C(C(=NC1)C(=O)OC)SCC)(C)F methyl 5-(2,2-difluoropropoxy)-3-ethylsulfanyl-pyridine-2-carboxylate